FC1=CC(=NC=C1)N1C[C@@H](N(CC1)C1=NC=C(C=N1)N)C (S)-2-(4-(4-fluoropyridin-2-yl)-2-methylpiperazin-1-yl)pyrimidin-5-amine